(R)-N-(3,3-difluoro-1-(methylsulfonyl)piperidin-4-yl)-5-(1-(2,2-difluoroethyl)-1H-benzo[d][1,2,3]triazol-6-yl)-4-(methoxy-d3)pyrrolo[2,1-f][1,2,4]triazin-2-amine FC1(CN(CC[C@H]1NC1=NN2C(C(=N1)OC([2H])([2H])[2H])=C(C=C2)C=2C=CC1=C(N(N=N1)CC(F)F)C2)S(=O)(=O)C)F